butanediol di(3-mercaptobutanoate) SC(CC(=O)OC(CCC)OC(CC(C)S)=O)C